ClC1=C(C(=O)O)C(=CN=C1C(F)(F)F)OC=1C(=NC(=CC1)F)C 3-chloro-5-((6-fluoro-2-methylpyridin-3-yl)oxy)-2-(trifluoromethyl)isonicotinic acid